OC=1C=CC=C2C(N(C(NC12)=O)CC1NNN(C1)CC1=CC=C(C=C1)S(=O)(=O)N)=O 4-({4-[(8-hydroxy-2,4-dioxo-1H-quinazolin-3-yl)methyl]-1,2,3-triazacyclopent-1-yl}methyl)benzene-1-sulfonamide